C1(CCCCC1)[C@@H](C(=O)N1CCN(CC1)C(=O)C1=CC(=NN1C)C(F)(F)F)NC([C@H](C)NC)=O (S)-N-((S)-1-cyclohexyl-2-(4-(1-meth-yl-3-(trifluorometh-yl)-1H-pyrazole-5-carbonyl)piperazin-1-yl)-2-oxoethyl)-2-(methylamino)-propanamide